Methyl (3S)-3-[methyl-[(E)-4-(4,4,5,5-tetramethyl-1,3,2-dioxaborolan-2-yl)but-3-enyl]amino]butanoate CN([C@H](CC(=O)OC)C)CC\C=C\B1OC(C(O1)(C)C)(C)C